N(=C=O)CC1C(CC(CC1)CC1CC(C(CC1)CN=C=O)C)C bis-(4-isocyanatomethyl-3-methylcyclohexyl)methane